CC1=C(NC2=NC=CC=C2C(=O)O)C=CC=C1C(F)(F)F 2-[2-methyl-3-(trifluoromethyl)anilino]pyridine-3-carboxylic acid